C(CCCCCCOCC#C)O 8-oxaundec-10-yn-1-ol